The molecule is a dipeptide composed of L-alanine and L-asparagine units joined by a peptide linkage. It has a role as a metabolite. It derives from a L-alanine and a L-asparagine. C[C@@H](C(=O)N[C@@H](CC(=O)N)C(=O)O)N